methoxy-4-(4-(naphthalen-2-yl)-1H-1,2,3-triazol-1-yl)tetrahydro-2H-pyran COC1OCCC(C1)N1N=NC(=C1)C1=CC2=CC=CC=C2C=C1